2-(3,5-dichloro-4-(3-(5-fluoropyridin-3-yl)-4-hydroxybenzyl)phenoxy)-N-methylacetamide ClC=1C=C(OCC(=O)NC)C=C(C1CC1=CC(=C(C=C1)O)C=1C=NC=C(C1)F)Cl